BrC1=CC=C2C(=NN(C(C2=C1)=O)CC1=CC=C(C=C1)OC)OC(F)(F)F 7-bromo-2-(4-methoxybenzyl)-4-(trifluoromethoxy)phthalazin-1(2H)-one